[Cl-].C(CCC)C=1NC=C[NH+]1 butylimidazolium chloride salt